diphenyl-2,4,6-trimethylbenzoylphosphine oxide C1(=CC=CC=C1)P(C(C1=C(C=C(C=C1C)C)C)=O)(C1=CC=CC=C1)=O